C1=CN=C2N1C1=C(C=C2)NC=C1 6H-imidazo[1,2-a]pyrrolo[2,3-e]pyridine